3-(6-(4-((1H-Pyrazol-5-yl)methyl)piperidin-1-yl)pyrimidin-4-yl)-6-(difluoromethyl)imidazo[1,2-b]pyridazine N1N=CC=C1CC1CCN(CC1)C1=CC(=NC=N1)C1=CN=C2N1N=C(C=C2)C(F)F